FC=1C(=NC=C(C1)C(C(C(F)(F)F)(F)F)(F)F)C=1C(=C(C(=O)N)C=C(C1)[N+](=O)[O-])SC1=NN=NN1CC(=O)N1CCC2(COC2)C1 [3-fluoro-5-(1,1,2,2,3,3,3-heptafluoropropyl)-2-pyridyl]-5-nitro-2-[1-[2-(2-oxa-7-azaspiro[3.4]octan-7-yl)-2-oxo-ethyl]tetrazol-5-yl]sulfanyl-benzamide